4-phenyl-3-(3-(3-(thiophen-2-yl)phenyl)acryloyl)oxazolidin-2-one C1(=CC=CC=C1)C1N(C(OC1)=O)C(C=CC1=CC(=CC=C1)C=1SC=CC1)=O